(4-chloro-o-tolyloxy)acetic acid ClC1=CC(=C(C=C1)C)OCC(=O)O